((1R)-1-(3-(isoquinolin-1-yl)-4,5-dihydroisoxazole-5-carboxamido)-3-methylbutyl)boronic acid C1(=NC=CC2=CC=CC=C12)C1=NOC(C1)C(=O)N[C@@H](CC(C)C)B(O)O